bis(4-cyanato-dimethylphenyl)propane O(C#N)C1=C(C(=C(C=C1)C(C)(C)C1=C(C(=C(C=C1)OC#N)C)C)C)C